C[C@]12CC[C@H](C1(C)C)C[C@@H]2O exo-borneol